C(C)(C)(C)OC(=O)N1[C@H]([C@H](CC1)N)C.C(C)(C)N[C@@H]1[C@@H](N(CC1)C(=O)OC(C)(C)C)C tert-Butyl (2S,3S)-3-(isopropylamino)-2-methylpyrrolidine-1-carboxylate tert-Butyl-(2S,3S)-3-amino-2-methylpyrrolidine-1-carboxylate